N-(5-Methyl-4,5,6,7-tetrahydrothiazolo[5,4-c]pyridin-2-yl)-6-(((7-(pyridin-4-yl)-2,3-dihydrofuro[3,2-c]pyridin-4-yl)amino)methyl)picolinamid CN1CC2=C(CC1)N=C(S2)NC(C2=NC(=CC=C2)CNC2=NC=C(C1=C2CCO1)C1=CC=NC=C1)=O